C(C)(C)N1C(=NC2=NC=C(C=C21)C2=CNC1=NC(=CC=C12)NC(C1=CC=NC=C1)=O)C N-(3-(1-isopropyl-2-methyl-1H-imidazo[4,5-b]pyridin-6-yl)-1H-pyrrolo[2,3-b]pyridin-6-yl)isonicotinamide